FC=1C=C2C(CC3(CC3)OC2=C(C1I)C#N)(C)C 6-fluoro-7-iodo-4,4-dimethylspiro[chromane-2,1'-cyclopropane]-8-carbonitrile